Methylfluoren CC1=CC=CC=2C3=CC=CC=C3CC12